(4-(tetrahydro-2H-pyran-4-yl)phenoxy)-1H-1,2,3-triazole-4-carboxylic acid O1CCC(CC1)C1=CC=C(ON2N=NC(=C2)C(=O)O)C=C1